BrC=1C=CC2=C(C3=CC=C(C=C3[O+]=C2C1)[N+](=O)[O-])C1=C(C=C(C=C1)S(=O)(=O)O)S(=O)(=O)[O-] 2-(3-bromo-6-nitroxanthylium-9-yl)-5-sulfobenzenesulfonate